NC1=C(C=C(C=N1)NC(C(=O)N1[C@H](CC[C@@H](C1)C)C=1C=C2C=NN(C2=CC1)CCN(C)C)=O)C N-(6-amino-5-methyl-3-pyridyl)-2-[(2R,5S)-2-[1-[2-(dimethylamino)ethyl]indazol-5-yl]-5-methyl-1-piperidyl]-2-oxo-acetamide